sulfuric acid diammonium salt [NH4+].[NH4+].S([O-])([O-])(=O)=O